7-bromo-2-methyl-[1,2,4]Triazolo[1,5-a]Pyridine BrC1=CC=2N(C=C1)N=C(N2)C